ClC=1C(=NC=C(C1)C)N1C(O[C@]2(C1)C[C@@](CCC2)(C)CN2C=NC1=C2C=C(C=C1)C#N)=O 1-(((5s,7s)-3-(3-chloro-5-methylpyridin-2-yl)-7-methyl-2-oxo-1-oxa-3-azaspiro[4.5]decan-7-yl)methyl)-1H-benzo[d]imidazole-6-carbonitrile